BrC1=CC2=CN(N=C2C=C1OC[C@H]1CCC(N1COCC[Si](C)(C)C)=O)C1CCC(CC1)CO (R)-5-(((5-bromo-2-((1r,4S)-4-(hydroxymethyl)cyclohexyl)-2H-indazol-6-yl)oxy)methyl)-1-((2-(trimethylsilyl)ethoxy)methyl)pyrrolidin-2-one